2-chloro-N-([4-[5-ethyl-3-(trifluoromethyl)pyrazol-1-yl]phenyl]methyl)-5-nitropyrimidin-4-amine ClC1=NC=C(C(=N1)NCC1=CC=C(C=C1)N1N=C(C=C1CC)C(F)(F)F)[N+](=O)[O-]